NC=1C=C(C=CC1)NC1=NC(=NC=C1F)NC1=CC=C(C=C1)OCCOC N4-(3-aminophenyl)-5-fluoro-N2-[4-(2-methoxyethoxy)phenyl]pyrimidine-2,4-diamine